ClC=1C=2C(N=C3N(C2C=CC1)C1=CC(=CC=C1C31CC(C1)=O)C1CCN(CC1)C(=O)OC(C)(C)C)=O tert-butyl 4-(4'-chloro-3,5'-dioxo-5'H-spiro[cyclobutane-1,7'-indolo[1,2-a]quinazolin]-10'-yl)piperidine-1-carboxylate